(1r,3R,5'S,7a'R)-5'-(3,5-difluorophenyl)-3-[(thieno[2,3-d]pyrimidin-4-yl)oxy]tetrahydro-3'H-spiro[cyclobutane-1,2'-pyrrolo[2,1-b][1,3]oxazol]-3'-one FC=1C=C(C=C(C1)F)[C@@H]1CC[C@H]2OC3(C(N21)=O)CC(C3)OC=3C2=C(N=CN3)SC=C2